ethyl-aminocyclohexylcarboxylic acid C(C)C1C(CCCC1)(C(=O)O)N